OCC1(CC1)C=1C=C2C(N(C(NC2=CC1)=O)C1=CN=CC2=CC=CC=C12)=O 6-(1-(hydroxymethyl)cyclopropyl)-3-(isoquinolin-4-yl)quinazoline-2,4(1H,3H)-dione